(S)-1-((2S,4R,5R)-5-(2-Acetamido-6,8-dioxo-7-(prop-2-yn-1-yl)-1,6,7,8-tetrahydro-9H-purin-9-yl)-4-acetoxytetrahydrofuran-2-yl)-2-azidoethyl acetate C(C)(=O)O[C@@H](CN=[N+]=[N-])[C@H]1O[C@H]([C@@H](C1)OC(C)=O)N1C=2N=C(NC(C2N(C1=O)CC#C)=O)NC(C)=O